(4-(5-aminoisoxazol-3-yl)piperidin-1-yl)(4-cyclopropylphenyl)methanone NC1=CC(=NO1)C1CCN(CC1)C(=O)C1=CC=C(C=C1)C1CC1